C1(CCCCC1)C(C(=O)OCC)C(C(=O)OCC)C1CCCCC1 diethyl 2,3-dicyclohexylsuccinate